azido-Butanol N(=[N+]=[N-])C(CCC)O